2-(1H-imidazol-1-yl)-N-(1-isopropylpiperidin-4-yl)-6-methoxy-7-(3-(pyrrolidin-1-yl)propoxy)quinazolin-4-amine N1(C=NC=C1)C1=NC2=CC(=C(C=C2C(=N1)NC1CCN(CC1)C(C)C)OC)OCCCN1CCCC1